BrC=1C=C2C(OCC=3C=C(C=CC3C3=C(C=C(C(NS(C(C1OC)=C2)(=O)=O)=C3)F)F)C(F)(F)F)=O 13-bromo-19,21-difluoro-14-methoxy-16,16-dioxo-5-(trifluoromethyl)-9-oxa-16λ6-thia-17-azatetracyclo[16.3.1.111,15.02,7]tricosa-1(21),2(7),3,5,11,13,15(23),18(22),19-nonaen-10-one